tert-butyl (3,4-dichloro-5,6-difluoro-9H-pyrido[2,3-b]indol-8-yl)(methyl)carbamate ClC1=C(C2=C(NC3=C(C=C(C(=C23)F)F)N(C(OC(C)(C)C)=O)C)N=C1)Cl